C(CN(CC(=O)O)CC(=O)O)N(CC(=O)O)CC(=O)O.[K].[K] Di-potassium Ethylenediaminetetraacetic acid